6-bromo-1-(2,2-difluoroethyl)-1H-indazole BrC1=CC=C2C=NN(C2=C1)CC(F)F